(S)-quinuclidin-3-yl ((R)-5-(4-isopropoxy-2-methylphenyl)-2,2-dimethyl-2,3-dihydro-1H-inden-1-yl)carbamate C(C)(C)OC1=CC(=C(C=C1)C=1C=C2CC([C@H](C2=CC1)NC(O[C@@H]1CN2CCC1CC2)=O)(C)C)C